sulfoperoxycarboxylic acid S(=O)(=O)(O)C(=O)OO